4-bromo-2-fluoro-6-(spiro[2.5]oct-5-en-6-yl)benzoyl chloride BrC1=CC(=C(C(=O)Cl)C(=C1)C1=CCC2(CC2)CC1)F